4,4'-bis(2-(4-pyridyl)ethyl)-2,2'-bipyridine N1=CC=C(C=C1)CCC1=CC(=NC=C1)C1=NC=CC(=C1)CCC1=CC=NC=C1